4-(azetidin-1-yl)-6-bromoquinoline N1(CCC1)C1=CC=NC2=CC=C(C=C12)Br